7-bromo-N-(4-fluorophenyl)-N-methyl-1-benzofuran-2-carboxamide BrC1=CC=CC=2C=C(OC21)C(=O)N(C)C2=CC=C(C=C2)F